(2R,5R)-5-(6-amino-2-fluoro-purin-9-yl)-2-[[bis(4-methoxyphenyl)-phenyl-methoxy]methyl]-4-[tert-butyl(dimethyl)silyl]oxy-tetrahydrofuran-3-ol NC1=C2N=CN(C2=NC(=N1)F)[C@H]1C(C([C@H](O1)COC(C1=CC=CC=C1)(C1=CC=C(C=C1)OC)C1=CC=C(C=C1)OC)O)O[Si](C)(C)C(C)(C)C